O[C@H]([C@@H](C)OC(C)=O)C |r| (2R,3S) and (2S,3R)-3-hydroxybut-2-ylacetate